Pentafluoro-(2-phenylallyl)-λ6-sulfan FS(CC(=C)C1=CC=CC=C1)(F)(F)(F)F